ethyl-methoxysilane C(C)[SiH2]OC